FC(C(=O)O)(F)F.C(C)(=O)N acetamide trifluoroacetate salt